2,3,4,5-tetrafluoro-N-(3-fluoro-4-methoxyphenyl)-6-(2-fluoroethoxy)-N-(prop-2-yn-1-yl)benzenesulfonamide FC1=C(C(=C(C(=C1F)F)F)OCCF)S(=O)(=O)N(CC#C)C1=CC(=C(C=C1)OC)F